C[N+]1(CCC(CC1)C(=O)O)C 1,1-dimethylpiperidin-1-ium-4-carboxylic acid